4-methyl-5-{2-[2-(naphthalene-1-sulfonamido)phenyl]ethynyl}pyridine-2-carboxylic acid CC1=CC(=NC=C1C#CC1=C(C=CC=C1)NS(=O)(=O)C1=CC=CC2=CC=CC=C12)C(=O)O